C(C(C)C)CC(=O)O.C(C)(=O)OCC(C)C isobutyl acetate (iso-butyl acetate)